O1C2=C(OCC1)C=C(C=C2)CC 2,3-dihydrobenzo[b][1,4]dioxin-6-ylethan